sodium 2-fluorodecanoate FC(C(=O)[O-])CCCCCCCC.[Na+]